o-amino-benzyl-amine NC1=C(CN)C=CC=C1